C1CC12CNCC(C2)NC2=CC=CC(=N2)C2=CN=C1N2C=C(C(=C1)OC)C(C)(C)O 2-(3-(6-(5-azaspiro[2.5]octan-7-ylamino)pyridin-2-yl)-7-methoxyimidazo[1,2-a]pyridin-6-yl)propan-2-ol